3-(((6-(1H-Pyrazol-4-yl)benzo[d]thiazol-2-yl)amino)methyl)pyrrolidin-1-carbonitril N1N=CC(=C1)C1=CC2=C(N=C(S2)NCC2CN(CC2)C#N)C=C1